O2-vinyl 1-(pyrrolidin-1-yl)diazen-1-ium-1,2-diolate C=CO/N=[N+](/N1CCCC1)\[O-]